CC1=COC2=C1C=C(C=C2)C2=NC=CC(=N2)N[C@@H](C)C2=CC(=CC=C2)N2N=CC=N2 (3-methyl-1-benzofuran-5-yl)-N-{(1S)-1-[3-(2H-1,2,3-triazol-2-yl)phenyl]ethyl}pyrimidin-4-amine